NC1=CC(=C(C=N1)C(=O)NC1=C(C=C(C(=C1)F)OC1=CC=NC2=CC(=C(C=C12)OC)OCCCN1CCOCC1)F)OCC 6-amino-N-[2,5-difluoro-4-({6-methoxy-7-[3-(morpholin-4-yl)propoxy]quinolin-4-yl}oxy)phenyl]-4-ethoxypyridine-3-carboxamide